N=1C=NN2C1C=CC(=C2)C=2N(N=C1C(N(CCC12)C1=CC(=CC=C1)Br)=O)C1=NC(=CC=C1)C 3-([1,2,4]triazolo[1,5-a]pyridin-6-yl)-6-(3-bromophenyl)-2-(6-methylpyridin-2-yl)-5,6-dihydro-2H-pyrazolo[3,4-c]pyridin-7(4H)-one